COC1=C(C=NC=C1)N(C1CCN(CC1)C(=O)OC(C)(C)C)C1=CC=C(C=C1)C(F)(F)F tert-Butyl 4-((4-methoxypyridin-3-yl)(4-(trifluoromethyl)phenyl) amino)piperidine-1-carboxylate